C1(=CC=CC=C1)NC=1C=CC=2NC3=CC=C(C=C3C2C1)NC1=CC=CC=C1 3,6-diphenylaminocarbazole